CC(C(=O)OCC(C)(C1=CC(=CC=C1)Cl)NC(NC1=C(C=CC=C1CN1C(OC=C1C)=N)N)=S)(C)C 2-[({2-amino-6-[(2-imino-4-methyl-2,3-dihydro-1,3-oxazol-3-yl)methyl]phenyl}carbamothioyl)amino]-2-(3-chlorophenyl)propyl 2,2-dimethylpropanoate